2-amino-N-isobutyl-3,7-dimethyl-N-((5-(trifluoromethyl)pyridin-2-yl)methyl)quinoline-6-carboxamide NC1=NC2=CC(=C(C=C2C=C1C)C(=O)N(CC1=NC=C(C=C1)C(F)(F)F)CC(C)C)C